CC=1C=C2C(=NC1N1CCC(CC1)OC1=CC=CC=C1)CNS2(=O)=O 6-methyl-5-(4-phenoxypiperidine-1-yl)-2,3-dihydroisothiazolo[4,5-b]pyridine 1,1-dioxide